CC1=CN(C2=NC=C(C=C21)N2C(NC(CC2)=O)=O)C2CCC(CC2)CN2CCNCC2 1-(3-Methyl-1-((1s,4s)-4-(piperazin-1-ylmethyl)cyclohexyl)-1H-pyrrolo[2,3-b]pyridin-5-yl)dihydropyrimidine-2,4(1H,3H)-dione